4'-((2s,6R)-4-acryloyl-6-(difluoromethyl)morpholin-2-yl)-6'-chloro-N,6-dimethyl-[2,2'-bipyridine]-4-carboxamide C(C=C)(=O)N1C[C@@H](O[C@H](C1)C(F)F)C1=CC(=NC(=C1)Cl)C1=NC(=CC(=C1)C(=O)NC)C